N-[(1S,2R)-2-aminocyclopentyl]-4-[2-chloro-4-[[1-methyl-5-[1-prop-2-ynyl-3-(trifluoromethyl)pyrazol-4-yl]imidazole-2-carbonyl]amino]benzoyl]piperazine-1-carboxamide N[C@H]1[C@H](CCC1)NC(=O)N1CCN(CC1)C(C1=C(C=C(C=C1)NC(=O)C=1N(C(=CN1)C=1C(=NN(C1)CC#C)C(F)(F)F)C)Cl)=O